O.[Li].[Na] sodium lithium water